CN(C\C=C/1\C(N(C[C@H]1C)C1=CC2=C(N=CN=C2NC2=C(C(=C(C=C2)OC2=CC3=C(N(N=N3)C)C=C2)F)C)C=N1)=O)C (S,E)-3-(2-(dimethylamino)ethylidene)-1-(4-((3-fluoro-2-methyl-4-((1-methyl-1H-benzo[d][1,2,3]triazol-5-yl)oxy)phenyl)amino)pyrido[3,4-d]pyrimidin-6-yl)-4-methylpyrrolidin-2-one